(1aR,5aR)-2-(5-Chloro-pyridin-2-yl)-1a,2,5,5a-tetrahydro-1H-2,3-diaza-cyclopropa[a]pentalene-4-carboxylic acid ((R)-2,2-dimethyl-1-pyridin-2-yl-propyl)-amide CC([C@H](C1=NC=CC=C1)NC(=O)C=1C=2C[C@@H]3[C@H](C2N(N1)C1=NC=C(C=C1)Cl)C3)(C)C